NC1=CC=C(OC2(C(C=CC=C2)C2=C(C=CC=C2N)C(C(F)(F)F)(C(F)(F)F)C2=CC(=CC=C2)N)OC2=CC=C(C=C2)N)C=C1 2,2-bis(4-aminophenoxy)phenyl-2,2-bis(3-aminophenyl)hexafluoropropane